N1C=NC(=C1)C1C(N(CC(N1)C)C1=NC(=NC=C1)C1=CN=C2N1C=C(N=C2)C(F)(F)F)C 3-(4-(3-(1H-imidazol-4-yl)-2,5-dimethylpiperazin-1-yl)pyrimidin-2-yl)-6-(trifluoromethyl)imidazo[1,2-a]pyrazine